sodium n-dodecyl sulfate S(=O)(=O)(OCCCCCCCCCCCC)[O-].[Na+]